FC1=CC=C(C=C1)C=1N=CN(C1)C(C(=O)O)C 2-[4-(4-fluorophenyl)-1H-imidazol-1-yl]propionic acid